6-(1-(2-cyano-2-methylpropyl)-1H-pyrazol-4-yl)pyrazolo[1,5-a]pyridine-3-carbonitrile C(#N)C(CN1N=CC(=C1)C=1C=CC=2N(C1)N=CC2C#N)(C)C